4-Carboxyl-3-fluorophenylboronic acid C(=O)(O)C1=C(C=C(C=C1)B(O)O)F